N(CCO)(CCO)CCO.[Ti] titanium (triethanolamine)